ClC1=NC=C(C(=O)NC2=NN(C=C2)C(F)F)C(=C1)OC 6-chloro-N-(1-(difluoromethyl)-1H-pyrazol-3-yl)-4-methoxynicotinamide